CS(=O)(=O)C(C)(C)C1=NC(=NC=2N3C(COCC3COC12)C)C1=CC=C(C=C1)CCN 2-{4-[(4bS,6R)-1-(1-methanesulfonyl-1-methyl-ethyl)-5-methyl-5,6,8a,9-tetrahydro-8H-7,10-dioxa-2,4,4b-triazaphenanthren-3-yl]-phenyl}-ethylamine